tert-butyl 5-(3-((4-((3-aminobenzyl)sulfonyl)-4-azaspiro[2.5]octan-7-yl)amino)phenyl)-3-(2-(tert-butoxy)-2-oxoethoxy)-4-chlorothiophene-2-carboxylate NC=1C=C(CS(=O)(=O)N2C3(CC3)CC(CC2)NC=2C=C(C=CC2)C2=C(C(=C(S2)C(=O)OC(C)(C)C)OCC(=O)OC(C)(C)C)Cl)C=CC1